N-(2-methoxyethyl)-4-((3-methyl-5-(2-phenylpyridin-4-yl)-4,5,6,7-tetrahydro-1H-pyrazolo[4,3-c]pyridin-1-yl)methyl)bicyclo[2.2.2]octan-1-amine COCCNC12CCC(CC1)(CC2)CN2N=C(C=1CN(CCC12)C1=CC(=NC=C1)C1=CC=CC=C1)C